2,2'-Disulfanediylbis(ethane-2-d-1-amine) dihydrochloride Cl.Cl.S(SC(CN)[2H])C(CN)[2H]